C(C(C)(C)C)OCCNCCCC=1NC=CN1 N-(2-(neo-pentoxy)ethyl)-3-(imidazolyl)propan-1-amine